ethyl-methyl-diethoxysilane C(C)[Si](OCC)(OCC)C